benzoylphenyl-naphthoquinone diazide [N-]=[N+]=[N-].[N-]=[N+]=[N-].C(C1=CC=CC=C1)(=O)C1=C(C(C2=CC=CC=C2C1=O)=O)C1=CC=CC=C1